tert-butyl 5-amino-4-(5-(6-amino-4,5-dimethylpyridin-2-yl)-3-methyl-1-oxoisoindolin-2-yl)-5-oxopentanoate NC(C(CCC(=O)OC(C)(C)C)N1C(C2=CC=C(C=C2C1C)C1=NC(=C(C(=C1)C)C)N)=O)=O